3-cyanomethyl-2-(3-trifluoromethylphenyl)indazole C(#N)CC=1N(N=C2C=CC=CC12)C1=CC(=CC=C1)C(F)(F)F